1-phenethylpiperidin C(CC1=CC=CC=C1)N1CCCCC1